9-ethyl-6,6-dimethyl-8-(4-morpholin-4-ylpiperidin-1-yl)-11-oxo-5H-benzo[b]carbazole-3-carbonitrile C(C)C1=CC2=C(C(C=3NC4=CC(=CC=C4C3C2=O)C#N)(C)C)C=C1N1CCC(CC1)N1CCOCC1